BrCCCCN1C=NC=2N(C(N(C(C12)=O)C)=O)C 7-(4-bromobutyl)-1,3-dimethyl-3,7-dihydro-1H-purine-2,6-dione